Methyl 3-chloro-5-fluoro-6-(naphthalen-2-yl)picolinate ClC=1C(=NC(=C(C1)F)C1=CC2=CC=CC=C2C=C1)C(=O)OC